6-benzoyl-5'-O-(4,4'-dimethoxytrityl)-2'-O-methyladenosine phosphoramidite P(O)(N)O[C@H]1[C@H]([C@@H](O[C@@H]1COC(C1=CC=C(C=C1)OC)(C1=CC=C(C=C1)OC)C1=CC=CC=C1)N1CN=C2C(N)(N=CN=C12)C(C1=CC=CC=C1)=O)OC